1-Cyclopropyl-4-fluoro-6-(1-(8-isopropyl-8-azabicyclo[3.2.1]octan-3-yl)piperidin-4-yl)-2-(4-(methylsulfonyl)phenyl)-1H-benzo[d]imidazol C1(CC1)N1C(=NC2=C1C=C(C=C2F)C2CCN(CC2)C2CC1CCC(C2)N1C(C)C)C1=CC=C(C=C1)S(=O)(=O)C